γ-Glycidoxypropyl-trimethoxysilane C(C1CO1)OCCC[Si](OC)(OC)OC